Cl.OC1=CC=C(CN2CCC(CC2)CN2N=CC=C(C2=O)C2=CC=CC=C2)C=C1 2-((1-(4-Hydroxybenzyl)piperidin-4-yl)methyl)-4-phenylpyridazin-3(2H)-on Hydrochlorid